ClCOCC (Chloromethoxy)ethane